C(C(C)C)P(C1CCCCC1)(CC(C)C)=O diisobutylcyclohexyl-phosphorus oxide